C(C1=CC=CC=C1)SCC(=O)C1=NC=C(C=C1)C1=NOC(=N1)C(F)(F)F 2-(benzylthio)-1-(5-(5-(trifluoromethyl)-1,2,4-oxadiazol-3-yl)pyridin-2-yl)ethan-1-one